3-(6-chloro-[1,2,4]triazolo[4,3-a]pyridin-7-yl)propyl methanesulfonate CS(=O)(=O)OCCCC1=CC=2N(C=C1Cl)C=NN2